C(C)(C)(C)OC(=O)N1CCC2(CC(C2)CC=2C(=NOC2C2CC2)C2=C(C=CC=C2)C(F)(F)F)CC1.C(C1=CC=CC=C1)OCCC[P+](C1=CC=CC=C1)(C1=CC=CC=C1)C1=CC=CC=C1 3-benzyloxypropyl-(triphenyl)phosphonium tert-Butyl-2-((5-cyclopropyl-3-(2-(trifluoromethyl)phenyl)isoxazol-4-yl)methyl)-7-azaspiro[3.5]nonane-7-carboxylate